imidazo[1,5-d][1,2,4]triazine-1,4-diol C=1(C=2N(C(=NN1)O)C=NC2)O